ClC=1C=C(C=CC1)C=1C=CC=C2C=NC=NC12 8-(3-chlorophenyl)quinazolin